(3-fluoro-2-nitrophenyl)pyrrolidine FC=1C(=C(C=CC1)N1CCCC1)[N+](=O)[O-]